CN=CC(=O)O 2-(methylimino)acetic acid